C(C(=C)C1=CC=CC=C1)=O Atropaldehyde